CC(CC1CC2OC2CC1)C 3-(2-methylpropyl)-7-oxabicyclo[4.1.0]heptane